3-acetoxy-6-(furan-3-yl)-10a-methyl-4,8-dioxotetradecahydrophenanthrene-1-carboxylate C(C)(=O)OC1CC(C2(CCC3C(CC(CC3C2C1=O)C1=COC=C1)=O)C)C(=O)[O-]